N12NCCC=C2CCC1 5-diazabicyclo[4.3.0]nonene